1-((3-fluorophenyl)ethynyl)-2-(vinyloxy)benzene FC=1C=C(C=CC1)C#CC1=C(C=CC=C1)OC=C